C1(CCCCC1)NC=1C2=C(N=CC1C#CC1=NC(=CC=C1)C1CC1)NC=C2 N-cyclohexyl-5-((6-cyclopropylpyridin-2-yl)ethynyl)-1H-pyrrolo[2,3-b]pyridin-4-amine